C1(CCCC1)N(C(N(C=1C=C(C2=C(N=C(N=C2)SC)N1)C#C[Si](C(C)C)(C(C)C)C(C)C)C)=O)C 3-cyclopentyl-1,3-dimethyl-1-[2-(methylsulfanyl)-5-[2-(triisopropylsilyl)ethynyl]pyrido[2,3-d]pyrimidin-7-yl]urea